(2-((2-(benzo[d][1,3]dioxol-5-ylamino)-5-bromopyrimidin-4-yl)oxy)phenyl)acetamide O1COC2=C1C=CC(=C2)NC2=NC=C(C(=N2)OC2=C(C=CC=C2)CC(=O)N)Br